FC1=CC=C(C=C1)C1=NC2=C(N1)C=CC(=C2)N2C(C1=CC=C(C=C1C2)N2CCOCC2)=O 2-(2-(4-fluorophenyl)-1H-benzimidazol-5-yl)-5-(morpholin-4-yl)isoindolin-1-one